7-(4-((5S)-2-(6-aminopyridin-3-yl)-5-methylmorpholino)butoxy)-3,4-dihydroquinolin-2(1H)-one NC1=CC=C(C=N1)C1OC[C@@H](N(C1)CCCCOC1=CC=C2CCC(NC2=C1)=O)C